C(C)(C)(C)OC(=O)N1C[C@@H]([C@@H](CC1)CC(CNC1=NC=2N(C(=N1)NCC1=CC(=CC=C1)N)N=CC2C(C)C)(C)C)O (3R,4R)-4-(((4-((3-aminobenzyl)amino)-8-isopropylpyrazolo[1,5-a][1,3,5]triazin-2-yl)aminotert-butyl)methyl)-3-hydroxypiperidine-1-carboxylic acid tert-butyl ester